2-{[7-amino-1-oxo-4-(3-phenyl-1H-indazol-5-yl)-2,3-dihydro-1H-isoindol-2-yl]methyl}prop-2-enamide NC=1C=CC(=C2CN(C(C12)=O)CC(C(=O)N)=C)C=1C=C2C(=NNC2=CC1)C1=CC=CC=C1